2-cyclopropyl-7-(dimethylamino)-4-[3-(1-phenoxyethyl)phenyl]-[1,3]thiazolo[4,5-d]pyrimidin-5-one C1(CC1)C=1SC2=C(N(C(N=C2N(C)C)=O)C2=CC(=CC=C2)C(C)OC2=CC=CC=C2)N1